(1S,2R)-N-(4-(2,6-dimethoxyphenyl)-5-(3-pyridinyl)-4H-1,2,4-triazol-3-yl)-1-methoxy-1-(5-methyl-2-pyrazinyl)-2-propanesulfonamide COC1=C(C(=CC=C1)OC)N1C(=NN=C1C=1C=NC=CC1)NS(=O)(=O)[C@@H]([C@H](C1=NC=C(N=C1)C)OC)C